(2R,3S)-1-(cyclopropanecarbonyl)-2-((((CIS)-4-phenylcyclohexyl)oxy)methyl)-pyrrolidin C1(CC1)C(=O)N1[C@H](CCC1)CO[C@@H]1CC[C@@H](CC1)C1=CC=CC=C1